FC1=C(C(=CC=C1)OC)C1=NC=CC(=N1)NC1=NC=C(C(=C1)N1C[C@@H](CCC1)C(=O)N)C=1C=NN(C1)C1CCOCC1 (R)-1-(2-((2-(2-fluoro-6-methoxyphenyl)pyrimidin-4-yl)amino)-5-(1-(tetrahydro-2H-pyran-4-yl)-1H-pyrazol-4-yl)pyridin-4-yl)piperidin-3-carboxamide